3-cyano-2-(trifluoromethyl)pyridin-5-yl 4,6-di-O-acetyl-3-azido-3-deoxy-2-O-methyl-1-thio-α-D-galactopyranoside C(C)(=O)O[C@@H]1[C@@H]([C@H]([C@@H](SC=2C=C(C(=NC2)C(F)(F)F)C#N)O[C@@H]1COC(C)=O)OC)N=[N+]=[N-]